CC(CCC)CC(CCCCCC)C 4,6-dimethyldodecane